phenyl ((1S,4S)-4-methylcyclohexyl)carbamate CC1CCC(CC1)NC(OC1=CC=CC=C1)=O